ClC1=C(N=C(NC1=O)C1=CC=NC=C1)N1CCN(CCC1)CCC 5-chloro-4-(4-propyl-1,4-diazepan-1-yl)-2-(4-pyridinyl)-1H-pyrimidin-6-one